CC1=CC=CC2=C1N(C[C@@H]1[C@@H](C(N2)=O)N(C(C1)=O)C1=NC(=CC(=C1)C(F)(F)F)C)CCN1CCNCC1 (3AR,11aS)-6-methyl-1-(6-methyl-4-(trifluoromethyl)pyridin-2-yl)-5-(2-(piperazin-1-yl)ethyl)-1,3a,4,5,10,11a-hexahydro-2H-benzo[b]pyrrolo[2,3-f][1,4]diazocine-2,11(3H)-dione